7-bromo-2,8-dichloro-5-fluoro-3H-quinazolin-4-one BrC1=CC(=C2C(NC(=NC2=C1Cl)Cl)=O)F